1-(4-(cyclopropylmethyl)-3,4-dihydroquinoxalin-1(2H)-yl)-3-(piperidin-1-yl)propan C1(CC1)CN1CCN(C2=CC=CC=C12)CCCN1CCCCC1